OC1(CCN(CC12CCCC2)C([C@@H](CC(F)(F)F)C)=O)CN2C(C1=CN=CC=C1C=C2)=O 2-((10-Hydroxy-7-((R)-4,4,4-trifluoro-2-methylbutanoyl)-7-azaspiro[4.5]decan-10-yl)methyl)-2,7-naphthyridin-1(2H)-one